C(C)(C)(C)OC(=O)N1CCC2(CC[C@@H]2N[S@@](=O)C(C)(C)C)CC1 (1S)-1-{[(S)-2-methylpropane-2-sulfinyl]amino}-7-azaspiro[3.5]nonane-7-carboxylic acid tert-butyl ester